3-(3-Chloro-2-methoxyanilino)-2-{3-[(1,4-dioxan-2-yl)methoxy]pyridin-4-yl}-1,5,6,7-tetrahydro-4H-pyrrolo[3,2-c]pyridin-4-one ClC=1C(=C(NC2=C(NC3=C2C(NCC3)=O)C3=C(C=NC=C3)OCC3OCCOC3)C=CC1)OC